COC1=NC(=CC=C1NC1=NC2=C(C=CC=C2C=N1)C=1C=C(C=CC1)NC(C=C)=O)N1CCCCC1 N-(3-(2-((2-methoxy-6-(piperidin-1-yl)pyridin-3-yl)amino)quinazolin-8-yl)phenyl)acrylamide